7-{[5-(tert-butoxy)-5-oxopentyl][7-(2-ethylbutoxy)-2-hydroxy-7-oxoheptyl]amino}-6-hydroxyheptanoic acid 2-ethylbutyl ester C(C)C(COC(CCCCC(CN(CC(CCCCC(=O)OCC(CC)CC)O)CCCCC(=O)OC(C)(C)C)O)=O)CC